C(C=C)(=O)N1C[C@H](N(CC1)S(=O)(=O)C)C1=CC(=NC(=C1)Cl)C1=CC(=NC=N1)C(=O)NC (R)-6-(4-(4-acryloyl-1-(methylsulfonyl)piperazin-2-yl)-6-chloropyridin-2-yl)-N-methylpyrimidine-4-carboxamide